2,3,4,5,6-pentafluorophenyl 7-chloro-2,4-dimethyl-2-[4-{[3-(trifluoromethyl)oxetan-3-yl]amino}cyclohexyl]-2H-1,3-benzodioxole-5-carboxylate ClC1=CC(=C(C2=C1OC(O2)(C2CCC(CC2)NC2(COC2)C(F)(F)F)C)C)C(=O)OC2=C(C(=C(C(=C2F)F)F)F)F